3-(2-hydroxyethanesulfonyl)benzoic acid OCCS(=O)(=O)C=1C=C(C(=O)O)C=CC1